ClC1=CC(=C(C=C1)C1(OC2=C(O1)C=CC=C2C2=CC(N(C=C2)CC2=NC1=C(N2C[C@H]2OCC2)C=C(C=C1)C(=O)O)=O)C)F 2-((4-(2-(4-chloro-2-fluorophenyl)-2-methylbenzo[d][1,3]dioxol-4-yl)-2-oxopyridin-1(2H)-yl)methyl)-1-(((S)-oxetan-2-yl)methyl)-1H-benzo[d]imidazole-6-carboxylic acid